(4-((2-aminoethyl)carbamoyl)phenyl)boronic acid NCCNC(=O)C1=CC=C(C=C1)B(O)O